Methyl-6-(benzyloxy)-5-(2-chloropyridin-4-yl)-2-(methylthio)pyrimidine-4-carboxylate COC(=O)C1=NC(=NC(=C1C1=CC(=NC=C1)Cl)OCC1=CC=CC=C1)SC